NC1=CC(=C(C(=O)NC2=C(C=C(C=C2)N)C(F)(F)F)C=C1)C(F)(F)F 4,4'-diamino-2,2'-bistrifluoromethylbenzanilide